ethyl-cyanoglycine C(C)N(CC(=O)O)C#N